2-[6-(Cyclopropylamino)-2-fluoropyridin-3-yl]-N-[(3S)-9-fluoro-2-oxo-5-phenyl-1,3-dihydro-1,4-benzodiazepin-3-yl]-6,7-dihydro-5H-pyrazolo[5,1-b][1,3]oxazine-3-carboxamide C1(CC1)NC1=CC=C(C(=N1)F)C1=NN2C(OCCC2)=C1C(=O)N[C@@H]1C(NC2=C(C(=N1)C1=CC=CC=C1)C=CC=C2F)=O